(3-benzo(b)thienyl)-alanine S1C2=C(C(=C1)N[C@@H](C)C(=O)O)C=CC=C2